Cl.N1=C(N=C(C=C1)N)N pyrimidine-2,4-diamine HCl salt